O=C1NC(CCC1NC=1C=C(CN2CCC(CC2)N2N=C3C(=C(C=CC3=C2)OC)NC(C2=CC(=CC=C2)C(F)(F)F)=O)C=CC1)=O N-(2-(1-(3-((2,6-dioxopiperidin-3-yl)amino)benzyl)piperidin-4-yl)-6-methoxy-2H-indazol-7-yl)-3-(trifluoromethyl)benzamide